C(C)(C)C1CCN(CC1)C1=CC=C(C(=N1)C)NC1=CC=C(CNC(=O)[C@H]2NC(CCC2)=O)C=C1 (S)-N-(4-((6-(4-isopropylpiperidin-1-yl)-2-methylpyridin-3-yl)amino)benzyl)-6-oxopiperidine-2-carboxamide